OC[C@@H](C(=O)N)NCC1=CC=C(C=C1)C1=CC(=CC=C1)S(=O)(=O)N1CCC2(CC(CO2)NC[C@@H](COC2=CC(=CC=C2)S(NC)(=O)=O)O)CC1 (2S)-3-hydroxy-2-((3'-(3-((S)-2-hydroxy-3-(3-(N-methylsulfamoyl)phenoxy)propylamino)-1-oxa-8-azaspiro[4.5]decan-8-ylsulfonyl)biphenyl-4-yl)methylamino)propanamide